OC=1C=CC=C(C(/C=C/C2=C(C=CC=C2)CCC(=C)C)=O)C1 5'-hydroxyisopentenyl-chalcone